(2S,5R)-5-(2-chlorophenyl)-1-(2-cyano-[1,1'-biphenyl]-4-carbonyl)pyrrolidine-2-carboxylic acid ClC1=C(C=CC=C1)[C@H]1CC[C@H](N1C(=O)C1=CC(=C(C=C1)C1=CC=CC=C1)C#N)C(=O)O